4-(5-butylisoxazol-3-yl)aniline C(CCC)C1=CC(=NO1)C1=CC=C(N)C=C1